S1C2=C(C=C1)C=CC(=C2)N2C[C@@H](CC2)C(=O)N[C@@H]([C@H](O)C2=CC(=C(C=C2)OC2CCOCC2)Cl)CN2CCCC2 (R)-1-(benzo[b]thiophen-6-yl)-N-((1R,2R)-1-(3-chloro-4-((tetrahydro-2H-pyran-4-yl)oxy)phenyl)-1-hydroxy-3-(pyrrolidin-1-yl)propan-2-yl)pyrrolidine-3-carboxamide